FC=1C=C2C(=NNC2=CC1OCCOC)C1=CC(=NO1)C1=CC=C(C=C1)C(=O)N1CCC12COC2 5-Fluoro-6-(2-methoxyethoxy)-3-[3-(4-{6-oxa-1-azaspiro[3.3]heptane-1-carbonyl}phenyl)-1,2-oxazol-5-yl]-1H-indazole